CCC(CC(CC)O)O racemic-3,5-heptanediol